1-(2-(dimethylamino)ethyl)-N1-Methyl-2-nitrobenzene-1,4-diamine CN(CCC1(C(C=C(C=C1)N)[N+](=O)[O-])NC)C